sodium vinyltaurate C(=C)NCCS(=O)(=O)[O-].[Na+]